BrC1=CC=C2C(=N1)C(C(N2C2CCN(CC2)CCO)=O)(C)C 5-bromo-1-[1-(2-hydroxyethyl)piperidin-4-yl]-3,3-dimethyl-1,3-dihydro-2H-pyrrolo[3,2-b]pyridin-2-one